1,1-Bis-(2-methyl-4-hydroxy-5-tert-butyl-phenyl)-butan CC1=C(C=C(C(=C1)O)C(C)(C)C)C(CCC)C1=C(C=C(C(=C1)C(C)(C)C)O)C